dicyclopentyl-(3,5-di(trifluoroethoxy)phenyl)phosphine C1(CCCC1)P(C1=CC(=CC(=C1)OCC(F)(F)F)OCC(F)(F)F)C1CCCC1